N-((2,6-Diisopropylphenyl)carbamoyl)-4-methylpiperidin-1-sulfonamid C(C)(C)C1=C(C(=CC=C1)C(C)C)NC(=O)NS(=O)(=O)N1CCC(CC1)C